CC=1N(C2=C(C=CC=3N2C=NN3)N1)C[C@H]1OCCC1 methyl-1-(((S)-tetrahydrofuran-2-yl)methyl)-1H-imidazo[4,5-e][1,2,4]triazolo[4,3-a]pyridine